C(C)(=O)C1=NN(C2=CC=C(C=C12)Br)CC(=O)O 2-(3-acetyl-5-bromo-1H-indazol-1-yl)acetic acid